methyl 3-amino-5-cyclopropyl-4-hydroxybenzoate NC=1C=C(C(=O)OC)C=C(C1O)C1CC1